(S)-1-((4-(17-azido-3-oxo-6,9,12,15-tetraoxa-2-azaheptadecyl)phenyl)carbamoyl)-4-oxoazetidine-2-carboxylic acid methyl ester COC(=O)[C@H]1N(C(C1)=O)C(NC1=CC=C(C=C1)CNC(CCOCCOCCOCCOCCN=[N+]=[N-])=O)=O